trans-2,4,7,9-tetramethyldecen CC(=C)CC(CCC(CC(C)C)C)C